thienomorpholine O1CCNC2=C1C=CS2